[Cl-].ClCC[N+](C)(C)C Chlorocholine chloride